O=[Sb]O[Sb](=O)=O diantimony tetraoxide